2-chloro-4-cyclopropylthiazole ClC=1SC=C(N1)C1CC1